C(C1=CC=CC=C1)N1N=CC=C1C(=O)N1CCC(CC1)O (1-(1-benzyl-1H-pyrazole-5-carbonyl))4-hydroxypiperidine